OC=1C(=C2CC(C(OC2=C(C1C)C)(C(=O)O)C)O)C 6-Hydroxy-2,5,7,8-tetramethylhydroxychroman-2-carboxylic acid